1,2-ethylene azelate C1(CCCCCCCC(=O)OCCO1)=O